7-(allyloxy)-2-methyl-1,3-benzothiazole C(C=C)OC1=CC=CC=2N=C(SC21)C